2,6-diethyl-2,3,6-trimethyl-1-(1-phenylethoxy)-4-piperidone C(C)C1(N(C(CC(C1C)=O)(C)CC)OC(C)C1=CC=CC=C1)C